TERT-BUTYL-3-METHYLBICYCLO[2.2.1]HEPT-5-ENE C(C)(C)(C)C12CC(C(C=C1)C2)C